2-(3-oxabicyclo[4.1.0]heptan-5-ylmethyl)isoindoline-1,3-dione C12COCC(C2C1)CN1C(C2=CC=CC=C2C1=O)=O